(S)-5-(3-(2-amino-3-chloropyridin-4-yl)prop-1-yn-1-yl)-2-(1-amino-6-methoxy-1,3-dihydro-spiro[inden-2,4'-piperidin]-1'-yl)pyrimidin-4(3H)-one NC1=NC=CC(=C1Cl)CC#CC=1C(NC(=NC1)N1CCC2(CC1)[C@@H](C1=CC(=CC=C1C2)OC)N)=O